N1-[3-[[5-bromo-2-[[3-[(1-pyrrolidinylcarbonyl)amino]phenyl]amino]-4-pyrimidinyl]amino]propyl]-1,1-cyclopentanedicarboxamide BrC=1C(=NC(=NC1)NC1=CC(=CC=C1)NC(=O)N1CCCC1)NCCCNC(=O)C1(CCCC1)C(=O)N